C(=O)C12CC(C1)(C2)C2=NOC(=C2)[C@H](C(=O)N2[C@@H](C[C@H](C2)O)C(=O)N[C@@H](C)C2=CC=C(C=C2)C2=C(N=CS2)C)C(C)C (2S,4R)-1-[(2R)-2-(3-{3-formylbicyclo[1.1.1]pentan-1-yl}-1,2-oxazol-5-yl)-3-methylbutanoyl]-4-hydroxy-N-[(1S)-1-[4-(4-methyl-1,3-thiazol-5-yl)phenyl]ethyl]pyrrolidine-2-carboxamide